bis(4-(tert-butyl)phenyl)iodonium 4-(butoxycarbonyl)-2-hydroxybenzenesulfonate C(CCC)OC(=O)C1=CC(=C(C=C1)S(=O)(=O)[O-])O.C(C)(C)(C)C1=CC=C(C=C1)[I+]C1=CC=C(C=C1)C(C)(C)C